COCCOC(=O)C=1C=2C3=C(N(C(C2C(=NC1C)C)=O)C1=CC(=CC=C1)C(NCC1=CC=NC=C1)=O)C=CC=C3.C(C)OP(=O)(OCC)CC3=C(C=C(C(=C3)CP(=O)(OCC)OCC)CP(=O)(OCC)OCC)CP(=O)(OCC)OCC 1,2,4,5-tetrakis(diethylphosphonomethyl)benzene 2-Methoxyethyl-2,4-dimethyl-5-oxo-6-(3-((pyridin-4-ylmethyl)carbamoyl)phenyl)-5,6-dihydrobenzo[c][2,7]naphthyridine-1-carboxylate